COC(C1=C(N=C(C=C1)OC)N)=O 2-Amino-6-methoxy-nicotinic acid methyl ester